FS(=N)F.C(CCCCC)N1CC=C(C=C1)C N-hexyl-4-methylpyridine difluorosulfimide salt